N1(CCC(CC1)C=1C=CC=C2C(=CN(C12)C)C1C(NC(CC1)=O)=O)C1CCNCC1 3-(7-([1,4'-bipiperidin]-4-yl)-1-methyl-1H-indol-3-yl)piperidine-2,6-dione